O=S1(CCN(CC1)C=1SC(=C(N1)C(NCC1=C(C=CC=C1)C(F)(F)F)=O)NC(OC(C)(C)C)=O)=O tert-butyl (2-(1,1-dioxidothiomorpholino)-4-((2-(trifluoromethyl)benzyl)carbamoyl)thiazol-5-yl)carbamate